2-(2-(Cyclohepta-1-en-1-yl)-5-ethyl-7-oxo-6-(piperazin-1-yl)-[1,2,4]triazolo[1,5-a]pyrimidin-4(7H)-yl)-N-(2-fluoro-4-(trifluoromethyl)phenyl)acetamide C1(=CCCCCC1)C1=NN2C(N(C(=C(C2=O)N2CCNCC2)CC)CC(=O)NC2=C(C=C(C=C2)C(F)(F)F)F)=N1